[1,1'-biphenyl]-4-yl-boric acid C1(=CC=C(C=C1)OB(O)O)C1=CC=CC=C1